ethyl di-(3-hexyl) phosphate P(=O)(OCC)(OC(CC)CCC)OC(CC)CCC